Cyanomethyl (2-((S)-1-(2,3-difluorobenzyl)-5-oxopyrrolidin-2-yl)acetyl)-L-valinate FC1=C(CN2[C@@H](CCC2=O)CC(=O)N[C@@H](C(C)C)C(=O)OCC#N)C=CC=C1F